FC1=C(OC2=C(C=3C=NN(C3C=C2)C)N)C(=CC=C1)C 5-(2-Fluoro-6-methylphenoxy)-1-methyl-1H-indazol-4-amine